ClC1COCC2=C1C=CC(=C2F)F 4-chloro-7,8-difluoro-3,4-dihydro-1H-2-benzopyran